N-benzyl-5-methyl-4-(4-nitrophenyl)pyrimidin-2-amine C(C1=CC=CC=C1)NC1=NC=C(C(=N1)C1=CC=C(C=C1)[N+](=O)[O-])C